tetradecyldimethyl-(2-hydroxy)ethyl-ammonium chloride [Cl-].C(CCCCCCCCCCCCC)[N+](CCO)(C)C